4-amino-1,3-dimethyl-1H-1,2,4-triazol-5(4H)-one NN1C(=NN(C1=O)C)C